5-(6-ethoxypyrazin-2-yl)-N-(3-(4-(N-(4-methoxybenzyl)cyclopropanesulfonamido)pyridine-2-yl)tetrahydrofuran-3-yl)thiazole-2-carboxamide C(C)OC1=CN=CC(=N1)C1=CN=C(S1)C(=O)NC1(COCC1)C1=NC=CC(=C1)N(S(=O)(=O)C1CC1)CC1=CC=C(C=C1)OC